C(C)OC([C@@H](NC1CCC(CC1)CC1CCC(CC1)N[C@@H](CC(=O)OCC)C(=O)OCC)CC(=O)OCC)=O N'-(methylenedi-4,1-cyclohexanediyl)bis-aspartic acid 1,1',4,4'-tetraethyl ester